C1(=CC=CC=C1)[Hg] phenylmercury